BrC=1C=CC(=C(C1)NS(=O)(=O)C)CC N-(5-bromo-2-ethylphenyl)methanesulfonamide